7-bromo-2-phenylimidazo[1,2-a]pyridine BrC1=CC=2N(C=C1)C=C(N2)C2=CC=CC=C2